O1CCC=2C1=CN=CC2 3H-furo[2,3-c]pyridine